6-(3-(2-(1-(4-methoxypyridin-2-yl)cyclobutoxy)acetyl)-3,8-diazabicyclo[3.2.1]octan-8-yl)nicotinonitrile COC1=CC(=NC=C1)C1(CCC1)OCC(=O)N1CC2CCC(C1)N2C2=NC=C(C#N)C=C2